(Z)-2-(1-(4-(benzo[b]thiophene-2-carbonyl)benzylidene)-5-fluoro-2-methyl-1H-inden-3-yl)acetic acid S1C2=C(C=C1C(=O)C1=CC=C(\C=C/3\C(=C(C4=CC(=CC=C34)F)CC(=O)O)C)C=C1)C=CC=C2